methyl 2-((tert-butoxycarbonyl) amino)-7-((8-chloronaphthalen-2-yl) oxy)-1,2,3,4-tetrahydronaphthalen-2-carboxylate C(C)(C)(C)OC(=O)NC1(CC2=CC(=CC=C2CC1)OC1=CC2=C(C=CC=C2C=C1)Cl)C(=O)OC